(R)-2-(3-((tert-butoxycarbonyl)amino)-3-methylpiperidin-1-yl)pyrimidine-5-carboxylic acid C(C)(C)(C)OC(=O)N[C@]1(CN(CCC1)C1=NC=C(C=N1)C(=O)O)C